CC1=CN=C(S1)C=1C=C(C(=O)N[C@H](C)C=2C=NC(=NC2)C(F)(F)F)C=C(C1)OCC12OCC(N(C1)CCC)C2 3-(5-methyl-1,3-thiazol-2-yl)-5-[(5-propyl-2-oxa-5-azabicyclo[2.2.1]hept-1-yl)methoxy]-N-{(1R)-1-[2-(trifluoromethyl)pyrimidin-5-yl]ethyl}benzamide